N-(5-chloro-2-((pyridin-3-yl)methoxy)-4-(3-(1-(3-(4-hydroxypiperidin-1-yl)propyl)indoline-4-yl)-2-chlorobenzyloxy)benzyl)-L-serine ClC=1C(=CC(=C(CN[C@@H](CO)C(=O)O)C1)OCC=1C=NC=CC1)OCC1=C(C(=CC=C1)C1=C2CCN(C2=CC=C1)CCCN1CCC(CC1)O)Cl